2-((2-(cyclobutylamino)-4-(4-(2-methoxyphenyl)piperidin-1-yl)quinazolin-6-yl)(methyl)amino)ethanol C1(CCC1)NC1=NC2=CC=C(C=C2C(=N1)N1CCC(CC1)C1=C(C=CC=C1)OC)N(CCO)C